ethyl (2-(3-(5-(((S)-1-cyclopropylethyl)carbamoyl)-4H-1,2,4-triazol-3-yl)phenyl)oxazole-5-carbonyl)-L-valinate C1(CC1)[C@H](C)NC(=O)C=1NC(=NN1)C=1C=C(C=CC1)C=1OC(=CN1)C(=O)N[C@@H](C(C)C)C(=O)OCC